8-(5-(((5-fluoro-2,3-dihydrobenzofuran-4-yl)methyl)amino)-[1,2,4]triazolo[4,3-c]pyrimidin-8-yl)-N,N,5-trimethylimidazo[1,2-a]pyridine-2-carboxamide FC=1C=CC2=C(CCO2)C1CNC1=NC=C(C=2N1C=NN2)C=2C=1N(C(=CC2)C)C=C(N1)C(=O)N(C)C